(E)-3-benzylidenechroman-4-one dimethyl-4,4'-biphenyldicarboxylate COC(=O)C1=CC=C(C=C1)C1=CC=C(C=C1)C(=O)OC.C(/C1=CC=CC=C1)=C\1/COC2=CC=CC=C2C1=O